BrC1=C2C=C(C(=NC2=CC(=C1)C)C=1CCOCC1)Cl 5-bromo-3-chloro-2-(3,6-dihydro-2H-pyran-4-yl)-7-methylquinoline